ClC=1C=C2C(=NC(=NC2=C(C1C1=CC(=CC2=CC=CC=C12)O)F)N1CC(C1)N(C)C)N=S1(CCNCC1)=O (R or S)-1-((6-chloro-2-(3-(dimethylamino)azetidin-1-yl)-8-fluoro-7-(3-hydroxynaphthalen-1-yl)quinazolin-4-yl)imino)-1-thiomorpholine-1-oxide